C[C@H]1N(CCOC1)C1=NC=2N(C(=C1)C1(CC1)S(=O)(=O)C)N=CC2C=2NC=CC2 (R)-3-methyl-4-(7-(1-(methylsulfonyl)cyclopropyl)-3-(1H-pyrrol-2-yl)pyrazolo[1,5-a]pyrimidin-5-yl)morpholine